BrC1=C(C=CC2=CC=CC=C12)C(=O)O.O1CCC1 oxetane 1-bromo-2-naphthoate